(3S,11bS)-1,3,4,6,7,11b-hexahydro-9,10-dimethoxy-3-(2-methylpropyl)-2H-benzo[a]quinolizin-2-one COC1=CC2=C([C@@H]3CC([C@H](CN3CC2)CC(C)C)=O)C=C1OC